2-(tert-butylamino)-2-oxoacetic acid C(C)(C)(C)NC(C(=O)O)=O